N-[1-(pyridin-2-yl)piperidin-4-yl]-6-(4,4,5,5-tetramethyl-1,3,2-dioxaborolan-2-yl)quinazolin-2-amine N1=C(C=CC=C1)N1CCC(CC1)NC1=NC2=CC=C(C=C2C=N1)B1OC(C(O1)(C)C)(C)C